bis-(benzoyl)-vinyl-phosphine C(C1=CC=CC=C1)(=O)P(C=C)C(C1=CC=CC=C1)=O